C(C)N1C2=C([C@@H]([C@@H](C1=O)NC(C1=CC(=CC=C1)C(F)(F)F)=O)C1=CC=C(C=C1)F)C(=NN2C2=CC=CC=C2)CN2CCC(CC2)C N-[(4S,5S)-7-ethyl-4-(4-fluorophenyl)-3-[(4-methylpiperidin-1-yl)methyl]-6-oxo-1-phenyl-1H,4H,5H,6H,7H-pyrazolo[3,4-b]pyridin-5-yl]-3-(trifluoromethyl)benzamide